3-(2,5-difluoro-4-(piperazin-1-yl)phenyl)piperidine-2,6-dione 2,2,2-trifluoroacetate FC(C(=O)O)(F)F.FC1=C(C=C(C(=C1)N1CCNCC1)F)C1C(NC(CC1)=O)=O